ClC1=CC(=C(C=C1)C1(OC2=C(O1)C=CC=C2C2=CC=C(C(=N2)OC)CC=2N(C1=C(N2)C=CC(=C1)C(=O)OC)CCOC)C)F methyl 2-[[6-[2-(4-chloro-2-fluoro-phenyl)-2-methyl-1,3-benzodioxol-4-yl]-2-methoxy-3-pyridyl]methyl]-3-(2-methoxyethyl)benzimidazole-5-carboxylate